(5Z)-2-(1-piperazinyl)-5-[(1-methyl-5-nitro-1H-imidazol-2-yl)methylene]thiazol-4(5H)-one N1(CCNCC1)C=1S\C(\C(N1)=O)=C/C=1N(C(=CN1)[N+](=O)[O-])C